tert-butyl 3-(tert-butoxy)-2-(nicotinamido)-propanoate C(C)(C)(C)OCC(C(=O)OC(C)(C)C)NC(C1=CN=CC=C1)=O